ClC1=C(C=C2C(C(=CN(C2=C1)C1CC1)C(=O)O)=O)F 7-chloro-1-cyclopropyl-6-fluoro-1,4-dihydro-4-oxo-3-quinolinecarboxylic acid